3-bromo-2-fluoropyrazine BrC=1C(=NC=CN1)F